FC1=C(C=C(C=C1)F)[C@H]1NCC[C@H](C1)NC(OC(C)(C)C)=O tert-butyl ((2S,4R)-2-(2,5-difluorophenyl)piperidin-4-yl)carbamate